FC(C(=O)O)(F)F.N[C@H](C(=O)OC)CC1=CC=C(C=2N1C=CN2)C=2C(N(C1=CC=C(C=C1C2C(F)(F)F)F)C)=O methyl (S)-2-amino-3-(8-(6-fluoro-1-methyl-2-oxo-4-(trifluoromethyl)-1,2-dihydroquinolin-3-yl)imidazo[1,2-a]pyridin-5-yl)propanoate trifluoroacetate